2-{4-[3-(Benzylamino)-2-Nitrophenyl]Piperazin-1-Yl}Ethyl Acetate C(C)(=O)OCCN1CCN(CC1)C1=C(C(=CC=C1)NCC1=CC=CC=C1)[N+](=O)[O-]